[N+](=O)([O-])C=1C=CC(=NC1NC1=CC=NC=C1)N1C2CN(C(C1)CC2)C(=O)OC(C)(C)C tert-butyl 5-{5-nitro-6-[(pyridin-4-yl)amino]pyridin-2-yl}-2,5-diazabicyclo[2.2.2]octane-2-carboxylate